NC1=C(C=C2N=CC=NC2=C1C=1C=NC=C(C1C)OC)C(=O)OC Methyl 7-amino-8-(5-methoxy-4-methylpyridin-3-yl)quinoxaline-6-carboxylate